(S)-2-amino-propionic acid cyclopropyl ester hydrochloride Cl.C1(CC1)OC([C@H](C)N)=O